ClC=1NC2=C(CCC1C=O)C=CC(=C2)Cl 2,8-dichloro-4,5-dihydro-1H-1-benzazepine-3-carbaldehyde